(Z)-S-(2-(N-((4-amino-2-methylpyrimidin-5-yl) methyl) formamido)-5-(phosphonooxy) pent-2-en-3-yl) 2,2-dimethylhexanethioate CC(C(S\C(=C(\C)/N(C=O)CC=1C(=NC(=NC1)C)N)\CCOP(=O)(O)O)=O)(CCCC)C